3-acetyl-1-(4-methoxyphenyl)-1H-pyrazol-5(4H)-one C(C)(=O)C1=NN(C(C1)=O)C1=CC=C(C=C1)OC